N-(4-((4-methylpiperazin-1-yl)methyl)phenyl)acetamide ethyl-cis-2-{4-[(2R)-4,4-difluoro-2-(hydroxymethyl)pyrrolidin-1-yl]piperidin-1-yl}-6-azaspiro[3.4]octane-6-carboxylate C(C)OC(=O)N1CC2(CC(C2)N2CCC(CC2)N2[C@H](CC(C2)(F)F)CO)CC1.CN1CCN(CC1)CC1=CC=C(C=C1)NC(C)=O